BrC1=C(C=C(C=C1[N+](=O)[O-])CBr)F 2-bromo-5-(bromomethyl)-1-fluoro-3-nitro-benzene